O.S(C)(=O)(=O)O.CN(C)CC=1C(=NN(C1)C1=NC(=NC=C1)NC=1C(=CC(=C(C1)NC(C=C)=O)N1CCOCC1)OC)C1=CC=CC=C1 N-(5-(4-(4-((dimethylamino)methyl)-3-phenyl-1H-pyrazol-1-yl)pyrimidine-2-ylamino)-4-methoxy-2-morpholinophenyl)acrylamide mesylate monohydrate